Cl.NC(CN1C(C2=CC=CC=C2C1=O)=O)C1=CC=C(C=C1)S(=O)(=O)CC 2-(2-amino-2-(4-(ethylsulfonyl)phenyl)ethyl)isoindoline-1,3-dione hydrochloride